4-(4-(2,4-Difluorophenoxy)piperidin-1-yl)-5-nitropicolinic acid methyl ester COC(C1=NC=C(C(=C1)N1CCC(CC1)OC1=C(C=C(C=C1)F)F)[N+](=O)[O-])=O